N-[3-[2-(4-chlorophenyl)thiazol-4-yl]-1-bicyclo[1.1.1]pentanyl]-5-(1-methylsulfonylcyclopropyl)furan-2-carboxamide ClC1=CC=C(C=C1)C=1SC=C(N1)C12CC(C1)(C2)NC(=O)C=2OC(=CC2)C2(CC2)S(=O)(=O)C